CN1N=NC(=C1C=1C=C2C(=NC1)C=1C(N2C(C2CCOCC2)C2=CC=CC=C2)=C(N(N1)C)C(=O)OC)C Methyl 6-(1,4-dimethyl-1H-1,2,3-triazol-5-yl)-2-methyl-4-(phenyl(tetrahydro-2H-pyran-4-yl)methyl)-2,4-dihydropyrazolo[3',4':4,5]pyrrolo[3,2-b]pyridine-3-carboxylate